OB1OC=2C(=C3C(=NC2)NC=C3)C(=C1)C1CN(CCC1C)C(C)=O 1-(3-(7-hydroxy-3,7-dihydro-[1,2]oxaborinino[5,6-d]pyrrolo[2,3-b]pyridin-9-yl)-4-methylpiperidin-1-yl)ethanone